N-(3,4-dihydro-2H-benzo[b][1,4]dioxepin-7-yl)-3-((2-methylindolin-1-yl)sulfonyl)benzamide O1C2=C(OCCC1)C=C(C=C2)NC(C2=CC(=CC=C2)S(=O)(=O)N2C(CC1=CC=CC=C21)C)=O